tris(2,2,6,6-tetramethyl-4-piperidyl)-2-hydroxypropane CC1(NC(CC(C1)C(C(C)O)(C1CC(NC(C1)(C)C)(C)C)C1CC(NC(C1)(C)C)(C)C)(C)C)C